2-propynylthio-5-mercapto-1,3,4-thiadiazole C(#CC)SC=1SC(=NN1)S